COCCN1CC=2C=NC=CC2C1=O (2-methoxyethyl)-2,3-dihydro-1H-pyrrolo[3,4-c]pyridin-1-one